5-tetracenealdehyde C1=CC=CC2=C(C3=CC4=CC=CC=C4C=C3C=C12)C=O